C(=C)C1=C(C=CC(=C1)CC)C1=C(C=C(C=C1)CCC)C=C 2,2'-divinyl-4-ethyl-4'-propylbiphenyl